N-(2-amino-1-(4-hydroxyphenyl)-2-oxoethyl)-1-(2-(2-aminobenzo[d]oxazol-5-yl)prop-1-en-1-yl)-1H-imidazole-5-carboxamide NC(C(C1=CC=C(C=C1)O)NC(=O)C1=CN=CN1C=C(C)C=1C=CC2=C(N=C(O2)N)C1)=O